N1(C=NC=C1)C1=CC=C(C(=N1)OC)NC(=O)C=1C(=NOC1C)C1=NC=CC=C1 N-(6-imidazol-1-yl-2-methoxy-3-pyridinyl)-5-methyl-3-(2-pyridinyl)isoxazole-4-carboxamide